1-Methyl-N-{(1S)-1-(4-methylcyclohexyl)-2-oxo-2-[(2-oxospiro[1H-pyrrolo[3,2-c]pyridine-3,4'-oxane]-6-yl)amino]ethyl}-pyrrole-2-carboxamide CN1C(=CC=C1)C(=O)N[C@H](C(NC1=CC2=C(C=N1)C1(CCOCC1)C(N2)=O)=O)C2CCC(CC2)C